N1(N=NC2=C1C=CC=C2)O[P+](N2CCCC2)(N2CCCC2)N2CCCC2 benzotriazole-1-yloxytripyrrolidinylphosphonium